7-[(1S)-1-{5-[(3-Aminoazetidin-1-yl)methyl]-2-oxo-2,3-dihydro-1,3-Oxazol-3-yl}ethyl]-3-(3-cyano-4-methanesulfonylaminophenyl)-1H-indole-2-carboxylic acid NC1CN(C1)CC1=CN(C(O1)=O)[C@@H](C)C=1C=CC=C2C(=C(NC12)C(=O)O)C1=CC(=C(C=C1)NS(=O)(=O)C)C#N